CC1=C(C=2N(N=C1N1CC=3C=C(C=NC3CC1)NC1=C(C=CC(=C1)C)F)C=NN2)C 6-(7,8-dimethyl-[1,2,4]triazolo[4,3-b]pyridazin-6-yl)-N-(2-fluoro-5-methyl-phenyl)-7,8-dihydro-5H-1,6-naphthyridin-3-amine